Phenylalanylisoleucine N[C@@H](CC1=CC=CC=C1)C(=O)N[C@@H]([C@@H](C)CC)C(=O)O